isopropyl dioctyl phosphate P(=O)(OC(C)C)(OCCCCCCCC)OCCCCCCCC